BrC1=CC=C(C=C1)N1N=C2CC(NC[C@@H]3C2=C1CCN3C(=O)OC(C)(C)C)=O |o1:14| tert-butyl (S or R)-2-(4-bromophenyl)-8-oxo-2,3,4,5a,6,7,8,9-octahydro-5H-1,2,5,7-tetraazabenzo[cd]azulene-5-carboxylate